5,6-dichloro-N-(methylsulfonyl)-8-(4-(trifluoromethyl)phenyl)quinoline-3-carboxamide ClC1=C2C=C(C=NC2=C(C=C1Cl)C1=CC=C(C=C1)C(F)(F)F)C(=O)NS(=O)(=O)C